CN1N=C(C(=C1C)CCO)C 2-(1,3,5-trimethyl-1H-pyrazol-4-yl)ethanol